1,4-dimethyl-7-oxabicyclo[2.2.1]hept-2-ene-2,3-dicarboxylic acid CC12C(=C(C(CC1)(O2)C)C(=O)O)C(=O)O